(S)-5-(3-(3-fluoro-5-methoxypyridin-4-yl)phenyl)-5,8,8-trimethyl-3-(trifluoromethyl)-7,8,9,10-tetrahydrobenzo[b][1,8]naphthyridin-6(5H)-one FC=1C=NC=C(C1C=1C=C(C=CC1)[C@@]1(C2=C(NC=3N=CC(=CC13)C(F)(F)F)CC(CC2=O)(C)C)C)OC